CC1([C@@H]2CC[C@H]([C@H]1C2)CO)C ((1R,2R,5R)-6,6-dimethylbicyclo[3.1.1]heptan-2-yl)methanol